C(C)[NH+]1C(=CC2=CC=CC=C12)C1=CC=CC=C1 1-ethyl-2-phenylindolium